2-Cyano-3-(prop-1-en-2-yl)-N-(1-(pyrimidin-4-yl)-1H-indazol-6-yl)isonicotinamide C(#N)C=1C(=C(C(=O)NC2=CC=C3C=NN(C3=C2)C2=NC=NC=C2)C=CN1)C(=C)C